methyl 4,8-difluoro-2-oxo-3,5,6,7-tetrahydro-1H-cyclopenta[f]benzimidazole-6-carboxylate FC1=C2C(=C(C=3NC(NC31)=O)F)CC(C2)C(=O)OC